Tert-butyl (7-methoxy-1-propyl-1H-indazol-6-yl)carbamate COC=1C(=CC=C2C=NN(C12)CCC)NC(OC(C)(C)C)=O